ON(C1=C(CCl)C=CC=C1)C(F)(F)F N-hydroxy-2-(trifluoromethyl)aminobenzyl chloride